CN1C(=NC2=C1C=CC(=C2)CC(=O)NC(C)C=2C=C1C(=CN2)N(N=C1)CC(F)(F)F)C 2-(1,2-dimethyl-1H-benzo[d]imidazol-5-yl)-N-(1-(1-(2,2,2-trifluoroethyl)-1H-pyrazolo[3,4-c]pyridin-5-yl)ethyl)acetamide